N,N-dimethyl-1-(4-nitro-2-(trifluoromethyl)benzyl)piperidin-4-amine CN(C1CCN(CC1)CC1=C(C=C(C=C1)[N+](=O)[O-])C(F)(F)F)C